4-chloro-5-(4-chlorophenyl)-3-((1-(3-fluorophenyl)-5-((S)-1-hydroxyethyl)-1H-1,2,4-triazol-3-yl)methyl)-1-((S)-3,3,3-trifluoro-2-hydroxypropyl)-1,3-dihydro-2H-imidazol-2-one ClC=1N(C(N(C1C1=CC=C(C=C1)Cl)C[C@@H](C(F)(F)F)O)=O)CC1=NN(C(=N1)[C@H](C)O)C1=CC(=CC=C1)F